5-(6-chloro-3-((1-(2-(dimethylamino)-3,6-dimethyl-4-oxo-4H-chromen-8-yl)ethyl)amino)pyridin-2-yl)-2-hydroxybenzaldehyde ClC1=CC=C(C(=N1)C=1C=CC(=C(C=O)C1)O)NC(C)C=1C=C(C=C2C(C(=C(OC12)N(C)C)C)=O)C